FC1(CN[C@H]2[C@@H]1N(OC2)CCCC(C(=O)OCC=C)(C)O)F |o1:4,5| allyl 5-((3aS*,6aS*)-6,6-difluorohexahydro-1H-pyrrolo[3,2-c]isoxazol-1-yl)-2-hydroxy-2-methylpentanoate